O=S1(CC(C=C1)C1=C(C(=NC2=CC=CC=C12)O)C(=O)N)=O (1,1-dioxido-2,3-dihydrothiophen-3-yl)-2-hydroxyquinoline-3-carboxamide